Boc-amine C(=O)(OC(C)(C)C)N